N-BOC-(2S)-2-amino-6-hydroxy-5-oxohexanoic acid tert-butyl ester C(C)(C)(C)OC([C@H](CCC(CO)=O)NC(=O)OC(C)(C)C)=O